hexa(trifluoropropyl)disiloxane FC(CC[Si](O[Si](CCC(F)(F)F)(CCC(F)(F)F)CCC(F)(F)F)(CCC(F)(F)F)CCC(F)(F)F)(F)F